1-(2-(methacryloyloxy)-3-hexadecyloxy-propan-1-yl)-3-methyl-1H-imidazolium iodide [I-].C(C(=C)C)(=O)OC(CN1C=[N+](C=C1)C)COCCCCCCCCCCCCCCCC